C(C)S(=O)(=O)NC1=CC=C(C=C1)C1=C2C(=NC(=C1)NC(=O)C1CC1)NC=N2 N-(7-(4-(ethylsulfonylamino)phenyl)-3H-imidazo[4,5-b]pyridin-5-yl)cyclopropylcarboxamide